C(N)(=O)C1=CC(=C(C=C1)C=1C=C(C=CC1)CN1[C@H](COCC1)C(=O)NCC1=CC(=C(C(=O)O)C=C1)F)C 4-[[[(3R)-4-[[3-(4-carbamoyl-2-methyl-phenyl)phenyl]methyl]morpholine-3-carbonyl]amino]methyl]-2-fluoro-benzoic acid